FC=1C=C(C(=NC1OC)OC)NS(=O)(=O)C1=CNC2=C1C=CC=1C=CNC21 N-(5-fluoro-2,6-dimethoxypyridin-3-yl)-1,8-dihydropyrrolo[3,2-g]indole-3-sulfonamide